CC=1OC(C2=C(N1)C=C1N=C(OC(C1=C2)=O)C)=O 2,8-dimethyl-4H,6H-benzo(1,2-d:5,4-d')bis-(1,3)-oxazin-4,6-dione